ClC1=CC(=C(C=C1)CON1N=C(C=C1)C1CCNCC1)F 4-[1-[(4-chloro-2-fluoro-phenyl)methoxy]pyrazol-3-yl]piperidine